N-(3-(6-(1-(4-Ethylpiperazin-1-yl)ethyl)benzo[b]thiophene-2-carboxamido)-4-fluorophenyl)-2,3-dihydrobenzo[b][1,4]dioxine-6-carboxamide C(C)N1CCN(CC1)C(C)C=1C=CC2=C(SC(=C2)C(=O)NC=2C=C(C=CC2F)NC(=O)C2=CC3=C(OCCO3)C=C2)C1